6-(2,5-dihydroxy-4-methoxybenzylamino)-9-glucopyranosylpurine OC1=C(CNC2=C3N=CN(C3=NC=N2)C2[C@H](O)[C@@H](O)[C@H](O)[C@H](O2)CO)C=C(C(=C1)OC)O